CNC=1C=NC=C(C(=O)N2C(CCC2)C(=O)N)C1 1-(5-(methylamino)nicotinoyl)pyrrolidine-2-carboxamide